4-(2-fluoro-4-nitrophenoxy)-3-(1-methyl-1H-pyrazol-4-yl)pyridin-2-amine FC1=C(OC2=C(C(=NC=C2)N)C=2C=NN(C2)C)C=CC(=C1)[N+](=O)[O-]